FC(C=1C=C(C=C(C1)C(F)(F)F)C1=NN(C=N1)/C=C(/C(=O)O)\C=1C(=NOC1C)C)(F)F (E)-3-(3-(3,5-bis-(trifluoromethyl)-phenyl)-1H-1,2,4-triazol-1-yl)-2-(3,5-dimethylisoxazol-4-yl)acrylic acid